(2-fluorophenyl)boronic acid FC1=C(C=CC=C1)B(O)O